hydroxyl-propane lithium salt [Li].OCCC